sodium methyl oleyl-taurate C(CCCCCCC\C=C/CCCCCCCC)NCCS(=O)(=O)OC.[Na]